C1(CCC(N1OC(=O)C1=CC=C(CSSC2=NC=CC=C2)C=C1)=O)=O 4-succinimidyl-oxycarbonyl-α-(2-pyridyldithio)toluene